NC1=NC=2C=3C(C(CC2C=N1)(C)C)=C(N(N3)CCOC3OCCCC3)C(=O)O 8-amino-4,4-dimethyl-2-[2-(tetrahydro-2H-pyran-2-yloxy)ethyl]-4,5-dihydro-2H-pyrazolo[4,3-H]quinazoline-3-carboxylic acid